C12CCCC(CC1)N2 8-aza-bicyclo(3.2.1)octane